4-(4-(trifluoromethoxy)phenyl)-1H-1,2,3-triazole-5-carboxylic acid FC(OC1=CC=C(C=C1)C=1N=NNC1C(=O)O)(F)F